3-ethoxy-6-(2-(2-(trifluoromethyl)pyridin-4-yl)-2,6-diazaspiro[3.4]octan-6-yl)-1H-pyrazolo[3,4-b]pyrazine C(C)OC1=NNC2=NC(=CN=C21)N2CC1(CN(C1)C1=CC(=NC=C1)C(F)(F)F)CC2